2-Fluoro-5-((7-bromo-4-oxo-3,4-dihydro-phthalazin-1-yl)methyl)benzoic acid FC1=C(C(=O)O)C=C(C=C1)CC1=NNC(C2=CC=C(C=C12)Br)=O